CN(C1=CC=C(C(=N1)F)C1=CC=C(C=C1)C=1N=C2N(C=C(C=C2)OCCOCCOC=2C=C(C(C(=O)O)=CC2)C(=O)O)C1)C 4-[2-[2-[2-[4-[6-(dimethylamino)-2-fluoro-pyridin-3-yl]phenyl]imidazo[1,2-a]pyridin-6-yl]oxyethoxy]ethoxy]phthalic acid